methoxy(2-fluoroethoxy)methane COCOCCF